C=C1C2C3=CC=CC=C3C(CC1)N2C(=O)OC(C)(C)C tert-Butyl 9-methylidene-12-azatricyclo[6.3.1.02,7]dodeca-2,4,6-triene-12-carboxylate